6-fluoroquinoline-4-carboxylate FC=1C=C2C(=CC=NC2=CC1)C(=O)[O-]